6-(1H-imidazol-1-yl)-N-(piperidin-4-yl)pyridineamide N1(C=NC=C1)C1=CC=CC(=N1)C(=O)NC1CCNCC1